(S)-2-((((9H-fluoren-9-yl)methoxy)carbonyl)amino)-3-(5-chloro-2-(1H-1,2,3-triazol-1-yl)phenyl)propanoic acid C1=CC=CC=2C3=CC=CC=C3C(C12)COC(=O)N[C@H](C(=O)O)CC1=C(C=CC(=C1)Cl)N1N=NC=C1